Methyl [(6-formyl-3,4-dihydro-2H-pyran-5-yl)thio]acetate C(=O)C1=C(CCCO1)SCC(=O)OC